1,4-dipyrenylbenzene C1(=CC=C2C=CC3=CC=CC4=CC=C1C2=C34)C3=CC=C(C=C3)C3=CC=C4C=CC2=CC=CC1=CC=C3C4=C21